O=C1NC(CCC1N1C(C2=CC=CC(=C2C1=O)F)=O)=O 2-(2,6-Dioxopiperidin-3-yl)-4-fluoroisoindolin-1,3-dione